CS(=O)(=O)O[C@H]1CC[C@@]2(C3CC[C@@]4(C(=CCC4C3CC=C2C1)N1C=NC(=C1)OC)C)C (3S,10R,13S)-17-(4-Methoxy-1H-imidazol-1-yl)-10,13-dimethyl-2,3,4,7,8,9,10,11,12,13,14,15-dodecahydro-1H-cyclopenta[a]phenanthren-3-yl methanesulfonate